3-(8-{2-[(2,2-difluoroethyl)(isopropyl)carbamoyl]-4-fluorophenyl}-3-methylimidazo[1,5-a]pyridin-6-yl)-2,5-dihydro-1H-pyrrole-1-carboxylic acid tert-butyl ester C(C)(C)(C)OC(=O)N1CC(=CC1)C=1C=C(C=2N(C1)C(=NC2)C)C2=C(C=C(C=C2)F)C(N(C(C)C)CC(F)F)=O